tert-butyl 4-((4-(2-(tert-butyl)-4-(3-(2,6-difluorophenylsulfonamido)-2-fluorophenyl)thiazol-5-yl)pyrimidin-2-yl)amino)azepane-1-carboxylate C(C)(C)(C)C=1SC(=C(N1)C1=C(C(=CC=C1)NS(=O)(=O)C1=C(C=CC=C1F)F)F)C1=NC(=NC=C1)NC1CCN(CCC1)C(=O)OC(C)(C)C